ClC1=C(C=C2C=C(N=CC2=C1)NC(=O)[C@@H]1[C@H]([C@H]1C1=NC=CC=C1)C)N1CC[NH+](CC1)[C@]1(COC[C@H]1F)C (1R,2S,3R)-N-[7-chloro-6-[4-((3S,4S)-4-fluoro-3-methyl-tetrahydrofuran-3-yl)piperazin-4-ium-1-yl]-3-isoquinolyl]-2-methyl-3-(2-pyridyl)cyclopropanecarboxamide